2-amino-5-diethylaminopentane NC(C)CCCN(CC)CC